racemic-3-(3-(1-(4-fluorophenyl)propoxy)-4-(2,2,2-trifluoroethylsulfonamido)phenyl)-5-(pyrazin-2-ylamino)-1H-pyrazole-4-carboxamide FC1=CC=C(C=C1)[C@@H](CC)OC=1C=C(C=CC1NS(=O)(=O)CC(F)(F)F)C1=NNC(=C1C(=O)N)NC1=NC=CN=C1 |r|